N-(4-methoxy-2-(1H-pyrazol-4-yl)pyrimidin-5-yl)-7-methyl-quinolin-4-amine COC1=NC(=NC=C1NC1=CC=NC2=CC(=CC=C12)C)C=1C=NNC1